ClC1=NC=C(C(=C1)C1=C(C=NC(=C1)C)C(=O)NC=1SC(=NN1)OC1CCC(CC1)OC)OC 2'-chloro-5'-methoxy-N-(5-(((1s,4s)-4-methoxycyclohexyl)oxy)-1,3,4-thiadiazol-2-yl)-6-methyl-(4,4'-bipyridine)-3-carboxamide